(E)-N-(2-dimethylaminoethyl)-3-(2-(6-methoxy-3-pyridinyl)-4-morpholino-6-thieno[3,2-d]pyrimidinyl)acrylamide CN(CCNC(\C=C\C1=CC=2N=C(N=C(C2S1)N1CCOCC1)C=1C=NC(=CC1)OC)=O)C